BrC=1C=C2C(=CNC2=C(C1)NC(C)=O)F N-(5-bromo-3-fluoro-1H-indol-7-yl)acetamide